2-Fluoro-5-(tridecylmethoxy)-1-(trifluoromethyl)benzene FC1=C(C=C(C=C1)OCCCCCCCCCCCCCC)C(F)(F)F